1,3-di-t-butylimidazole tetrafluoroborate F[B-](F)(F)F.C(C)(C)(C)N1CN(C=C1)C(C)(C)C